5-(3-methyl-1H-pyrazol-4-yl)piperidin-3-ol CC1=NNC=C1C1CC(CNC1)O